CC1=NC(=NC(=C1)NC1=NNC(=C1)C)N1C2COCC1CN(C2)C(=O)OC(C)(C)C tert-butyl 9-(4-methyl-6-((5-methyl-1H-pyrazol-3-yl) amino) pyrimidin-2-yl)-3-oxa-7,9-diazabicyclo[3.3.1]nonane-7-carboxylate